O1CCC(=CC1)C=1C=CC(=C(C=O)C1)B1OC(C(O1)(C)C)(C)C 5-(3,6-dihydro-2H-pyran-4-yl)-2-(4,4,5,5-tetramethyl-1,3,2-dioxaborolan-2-yl)benzaldehyde